N-[4-[2-(aminomethyl)morpholin-4-yl]-4-oxobutyl]-4-[[3-(3-fluoro-4-methoxyphenyl)imidazo[1,2-a]pyrazin-8-yl]amino]-N,2-dimethylbenzamide NCC1CN(CCO1)C(CCCN(C(C1=C(C=C(C=C1)NC=1C=2N(C=CN1)C(=CN2)C2=CC(=C(C=C2)OC)F)C)=O)C)=O